(rac)-2'-(6-amino-5-cyclopropylpyridin-3-yl)-N-ethyl-5',6'-dihydrospiro[pyrrolidine-3,4'-pyrrolo[1,2-b]pyrazole]-1-carboxamide NC1=C(C=C(C=N1)C=1C=C2N(N1)CC[C@]21CN(CC1)C(=O)NCC)C1CC1 |r|